tert-butyl (3-((6-chloro-3-((1-methyl-1H-pyrazol-4-yl)amino)-1,2,4-triazin-5-yl)amino)-4-fluorophenyl)carbamate ClC1=C(N=C(N=N1)NC=1C=NN(C1)C)NC=1C=C(C=CC1F)NC(OC(C)(C)C)=O